CC(C)(C)NSC1=NC2=CC=CC=C2S1 N-tert-butyl-2-benzothiazolesulfenamide